OC1CCN(CC1)C=1C=CC(=NC1)NC=1C=CC(=C2CNC(C12)=O)C=1C=NN2C1CCCC2 7-((5-(4-hydroxypiperidin-1-yl)pyridin-2-yl)amino)-4-(4,5,6,7-tetrahydropyrazolo[1,5-a]pyridin-3-yl)isoindolin-1-one